stearyl-2,4,6-tris(3',5'-di-tert-butyl-4'-hydroxybenzyl)mesitylene C(CCCCCCCCCCCCCCCCC)CC1=C(C(=C(C(=C1CC1=CC(=C(C(=C1)C(C)(C)C)O)C(C)(C)C)C)CC1=CC(=C(C(=C1)C(C)(C)C)O)C(C)(C)C)C)CC1=CC(=C(C(=C1)C(C)(C)C)O)C(C)(C)C